4-hydroxymethyl-1,3-dioxolane OCC1OCOC1